2-(2,6-diethyl-4-morpholinylthio)benzothiazole C(C)C1CN(CC(O1)CC)SC=1SC2=C(N1)C=CC=C2